FC=1C=C(CN2CCN(CC2)C2=CC=C(C=N2)C2=C3C=NC=NC3=CC(=C2)C=2C=NN(C2)C)C=CC1OC 5-(6-(4-(3-Fluoro-4-methoxybenzyl)piperazin-1-yl)pyridin-3-yl)-7-(1-methyl-1H-pyrazol-4-yl)quinazoline